NC=1C=CC=C2CN(C(C12)=O)C 7-Amino-2-methylisoindol-1-one